FC1(CCC(CC1)C1=CC(=NC(=N1)C1=CN=CN1C)C(=O)O)F 6-(4,4-difluorocyclohexyl)-2-(1-methyl-1H-imidazol-5-yl)pyrimidine-4-carboxylic acid